N-(3-((2,6-dioxopiperidin-3-yl)amino)phenyl)-8-(piperidin-1-yl)octanamide O=C1NC(CCC1NC=1C=C(C=CC1)NC(CCCCCCCN1CCCCC1)=O)=O